(2S)-2-[9H-fluoren-9-yl-methoxycarbonyl-(methyl)amino]butanoic acid C1=CC=CC=2C3=CC=CC=C3C(C12)COC(=O)N([C@H](C(=O)O)CC)C